2,4-difluorobenzenesulfonamide hydrochloride Cl.FC1=C(C=CC(=C1)F)S(=O)(=O)N